2-(4-bromophenyl)-6-methylene-2-(trifluoromethyl)-3,6-dihydro-2H-pyran-4-carboxylic acid methyl ester COC(=O)C=1CC(OC(C1)=C)(C(F)(F)F)C1=CC=C(C=C1)Br